aluminum (III) 4-biphenylolate C1(=CC=C(C=C1)[O-])C1=CC=CC=C1.[Al+3].C1(=CC=C(C=C1)[O-])C1=CC=CC=C1.C1(=CC=C(C=C1)[O-])C1=CC=CC=C1